FC=1C=C2CCC[C@H](C2=CC1)NC1=NC(=NC=C1C(=O)N)NC1=C(C=C2CCN(CC2=C1)C)OC 4-{[(1R)-6-fluoro-1,2,3,4-tetrahydronaphthalen-1-yl]amino}-2-[(6-methoxy-2-methyl-1,2,3,4-tetrahydroisoquinolin-7-yl)amino]pyrimidine-5-carboxamide